COC1=CC=C(CN(C(=O)OCOCOC=2C=CC=C(C2)N(C)C)CC2=CC=C(C=C2)OC)C=C1 5-[bis(4-methoxybenzyl)aminocarbonyloxymethoxymethoxy]dimethylaminobenzene